(2-amino-6-(3-fluoro-2-methylphenyl)imidazo[1,2-a]pyridin-3-yl)(cyclobutyl)methanone NC=1N=C2N(C=C(C=C2)C2=C(C(=CC=C2)F)C)C1C(=O)C1CCC1